4-(4,6-diethoxy-1,3,5-triazin-2-yl)-4-ethylmorpholinium chloride [Cl-].C(C)OC1=NC(=NC(=N1)OCC)[N+]1(CCOCC1)CC